6-[(1R,3aS,7aR,E)-4-{2-[4-(4-Hydroxybutyl)-1H-1,2,3-triazol-1-yl]ethylidene}-7a-methyloctahydro-1H-inden-1-yl]-2-methylheptan-2-ol OCCCCC=1N=NN(C1)C\C=C/1\[C@@H]2CC[C@@H]([C@]2(CCC1)C)C(CCCC(C)(O)C)C